Ethyl-4-fluorophenol CCC1=C(C=CC(=C1)F)O